3,5-Di-tert-butyl-4-(dodecyloxy)benzaldehyde C(C)(C)(C)C=1C=C(C=O)C=C(C1OCCCCCCCCCCCC)C(C)(C)C